FC(OC1=C(C=CC=C1)C(C)N1C(C=2C=CC=NC2CC1)=O)(F)F 6-(1-(2-(trifluoromethoxy)phenyl)ethyl)-7,8-dihydro-1,6-naphthyridin-5(6H)-one